FC1=CC(=C2NC=C(CCN)C2=C1)F 5,7-difluorotryptamine